ClC1=CC2=C(C(N([Se]2=O)C2=CC=CC=C2)=O)C=C1 6-chloro-2-phenylbenzo[d][1,2]selenazol-3(2H)-one 1-oxide